N1C(=CC=2C=NC=CC21)CN (1H-pyrrolo[3,2-c]pyridin-2-yl)methanamine